3-[4-chloro-5-[4-(dimethoxymethyl)-1-piperidyl]-1-oxo-isoindolin-2-yl]piperidine-2,6-dione ClC1=C2CN(C(C2=CC=C1N1CCC(CC1)C(OC)OC)=O)C1C(NC(CC1)=O)=O